glycyl-6-(2,5-dioxo-2,5-dihydro-1H-pyrrol-1-yl)-L-norleucine NCC(=O)N[C@@H](CCCCN1C(C=CC1=O)=O)C(=O)O